(3R,5R)-5-ethyl-1-(6-p-toluenesulfonyl-imidazo[4,5-d]pyrrolo[2,3-b]pyridine-1(6H)-yl)pyrrolidine C(C)[C@@H]1CCCN1N1C=NC=2C1=C1C(=NC2)N(C=C1)S(=O)(=O)C1=CC=C(C)C=C1